2-chloro-4-(4-fluoro-2-methylphenyl)-7-methoxyquinoline ClC1=NC2=CC(=CC=C2C(=C1)C1=C(C=C(C=C1)F)C)OC